CNC=1C=CC2=C(C=C(O2)C)C1 N,2-dimethyl-benzofuran-5-amine